(S)-4-tert-butoxycarbonyl-4-[(9H-fluoren-9-yl)methoxycarbonylamino]butyric acid C(C)(C)(C)OC(=O)[C@H](CCC(=O)O)NC(=O)OCC1C2=CC=CC=C2C=2C=CC=CC12